lithium (trimethylsilyl)diazomethane C[Si](C)(C)C=[N+]=[N-].[Li]